5-bromo-1-tetrahydropyran-2-yl-indazol-4-amine BrC1=C(C=2C=NN(C2C=C1)C1OCCCC1)N